BrC(C(=O)NC=1N=C(N(C1)CC1=C(C=C(C=C1)F)F)C)C 2-bromo-N-(1-(2,4-difluorobenzyl)-2-methyl-1H-imidazol-4-yl)propanamide